methyl 2-(2-{2-[3-(1-acetylpiperidin-4-yl)-5'-fluoro-1'-methyl-[4,6'-biindazol]-1-yl]-N-methylacetamido}-N-methylacetamido)acetate C(C)(=O)N1CCC(CC1)C1=NN(C=2C=CC=C(C12)C1=C(C=C2C=NN(C2=C1)C)F)CC(=O)N(C)CC(=O)N(C)CC(=O)OC